ClC1=CC(=C2C=NNC2=C1)C1(C[C@@H]2[C@@H](CN(C2)C(=O)C2CCC(CC2)O)C1)O ((3aR,5R,6aS)-5-(6-chloro-1H-indazol-4-yl)-5-hydroxyhexahydrocyclopenta[c]pyrrol-2(1H)-yl)((1r,4R)-4-hydroxycyclohexyl)methanone